O(C1=CC=CC=C1)CCCC(=O)NCC(=O)N1CC2(OCCO2)CC1C(=O)N 7-((4-phenoxybutyryl)-glycyl)-1,4-dioxa-7-azaspiro[4.4]nonane-8-carboxamide